ethyl 3-(4-fluorophenyl)-4-nitro-butanoate FC1=CC=C(C=C1)C(CC(=O)OCC)C[N+](=O)[O-]